C1(=CC=C(C=C1)N(C1=CC=2C(C3=CC=CC=C3C2C=C1)(C)C)C=1C=CC=C(C1)C=1CC(C=C(C1)C(C)(C)C)(C1=CC(=CC(=C1)C(C)(C)C)C(C)(C)C)C(C)(C)C)C1=CC=CC=C1 N-(1,1'-biphenyl-4-yl)-N-(3,3'',5,5''-tetra-t-butyl-1,1':3,1''-terphenyl-5'-yl)-9,9-dimethyl-9H-fluoren-2-amine